NC1=NC=C(C2=C1C(=NN2[C@@H]2CN(CC2)C(C=C)=O)C#CC2=CC(=CC(=C2)OC)OC)C(=O)N2CCCC2 1-[(3S)-3-[4-amino-3-[2-(3,5-dimethoxyphenyl)ethynyl]-7-(pyrrolidine-1-carbonyl)pyrazolo[4,3-c]pyridin-1-yl]pyrrolidin-1-yl]prop-2-en-1-one